tri(trifluoroethylsilane) borate B(O)(O)O.FC(C[SiH3])(F)F.FC(C[SiH3])(F)F.FC(C[SiH3])(F)F